(S)-5-(4-((tert-butyldiphenylsilyl)oxy)-2-(methylamino)butoxy)-7-chloro-8-fluoro-2-(methylthio)pyrido[4,3-d]pyrimidin-4(3H)-one trifluoroacetate FC(C(=O)O)(F)F.[Si](C1=CC=CC=C1)(C1=CC=CC=C1)(C(C)(C)C)OCC[C@@H](COC1=NC(=C(C=2N=C(NC(C21)=O)SC)F)Cl)NC